C.[Mo].[Mo] Dimolybdenum carbide